ClC1=C(C=CC=C1NC1=CC=C(C=C1)F)[C@@]1(CC(N(C(N1)=N)C1CC(C1)(O)CC)=O)C (6S)-6-[2-Chloro-3-(4-fluoro-anilino)phenyl]-3-(3-ethyl-3-hydroxycyclobutyl)-2-imino-6-methylhexahydropyrimidin-4-one